2-amino-6-[difluoro(3-pyridinyl)methyl]-3-methyl-benzoimidazole-4-carbonitrile NC=1N(C2=C(N1)C=C(C=C2C#N)C(C=2C=NC=CC2)(F)F)C